N-(2-(1H-indol-3-yl)ethyl)-3-fluoro-2-((3,4,5-trimethoxyphenyl)amino)benzamide N1C=C(C2=CC=CC=C12)CCNC(C1=C(C(=CC=C1)F)NC1=CC(=C(C(=C1)OC)OC)OC)=O